1,4-bis(vinyl)benzene C(=C)C1=CC=C(C=C1)C=C